8-(6-tert-butyl-5-fluoropyridin-3-yl)-6-oxo-3-[(pyrrolidin-1-yl)methyl]-2H,3H,4H,6H-pyrimido[2,1-b][1,3]thiazine-7-carbonitrile C(C)(C)(C)C1=C(C=C(C=N1)C=1N=C2SCC(CN2C(C1C#N)=O)CN1CCCC1)F